bromo-3-(4,5-dimethylthiazol-2-yl)-2,5-diphenyltetrazol BrN1N(N(N=C1C1=CC=CC=C1)C=1SC(=C(N1)C)C)C1=CC=CC=C1